ClCC1=NC=2C(=NC(=CC2OC)C(=O)OC)N1C[C@H]1OCC1 methyl (S)-2-(chloromethyl)-7-methoxy-3-((oxetan-2-yl) methyl)-3H-imidazo[4,5-b]pyridine-5-carboxylate